tert-butyl ((2-(2,6-dioxopiperidin-3-yl)-6-methoxy-1-oxoisoindolin-5-yl)methyl)carbamate O=C1NC(CCC1N1C(C2=CC(=C(C=C2C1)CNC(OC(C)(C)C)=O)OC)=O)=O